C(C=C)(=O)N1CCC(CC1)OC=1C=C2C(=NC=NC2=CC1OC)NC=1C=C(C=CC1OC)C1=CC(=C(C=C1)F)NC(C)=O N-(3'-((6-((1-acryloylpiperidin-4-yl)oxy)-7-methoxyquinazolin-4-yl)amino)-4-fluoro-4'-methoxy-[1,1'-biphenyl]-3-yl)acetamide